(2S)-(R)-pyrrolidin-3-yl 2-(((((2R,3S,4R,5S)-5-(4-aminopyrrolo[2,1-f][1,2,4]triazin-7-yl)-2-cyano-3,4-dihydroxytetrahydrofuran-2-yl)methoxy)(phenoxy)phosphoryl)amino)propanoate NC1=NC=NN2C1=CC=C2[C@H]2[C@@H]([C@@H]([C@@](O2)(C#N)COP(=O)(OC2=CC=CC=C2)N[C@H](C(=O)O[C@H]2CNCC2)C)O)O